4-aminochalcone NC1=CC=C(C=C1)\C=C\C(=O)C1=CC=CC=C1